C(C)(C)(C)OC(=O)N1CC2(CN(C2)C(=O)C2(CC2)C(F)(F)F)C(C1)C(=O)O 6-(tert-butoxycarbonyl)-2-(1-(trifluoromethyl)cyclopropane-1-carbonyl)-2,6-diazaspiro[3.4]octane-8-carboxylic acid